(3,5-dichlorobenzylthio)-1,3,7-trimethyl-1H-purine-2,6(3H,7H)-dione ClC=1C=C(CSC2=NC=3N(C(N(C(C3N2C)=O)C)=O)C)C=C(C1)Cl